O1CCCC2=C1C=C(C=C2)[C@H](C)N[C@H](C(=O)O)CCC(C)(C)C (2S)-2-{[(1S)-1-(3,4-dihydro-2H-1-benzopyran-7-yl)ethyl]amino}-5,5-dimethylhexanoic acid